xylylenebis(diphenyloxyphosphine) C=1(C(=CC=CC1)CP(OC1=CC=CC=C1)OC1=CC=CC=C1)CP(OC1=CC=CC=C1)OC1=CC=CC=C1